(S)-2-amino-3-(2H-tetrazol-5-yl)propionic acid N[C@H](C(=O)O)CC=1N=NNN1